CC1=C(C=CC(=N1)CNCCCCNCCNC1=NC2=C(C3=CN=CC=C13)C=CC(=C2)C(=O)N)C2=CC=CC=C2 5-((2-((4-(((6-Methyl-5-phenylpyridin-2-yl)methyl)amino)butyl)amino)ethyl)amino)benzo[c][2,6]naphthyridine-8-carboxamide